1-(6-(4,4,5,5-tetramethyl-1,3,2-dioxaborolan-2-yl)-3,4-dihydroquinolin-1(2H)-yl)ethan-1-one CC1(OB(OC1(C)C)C=1C=C2CCCN(C2=CC1)C(C)=O)C